ClC=1C=C(C=C2C=C(N=CC12)NC(=O)[C@H]1[C@@H](C1)C#N)C=1C=NN(C1C(C)C)C |r| (±)-trans-N-[8-chloro-6-(5-isopropyl-1-methyl-pyrazol-4-yl)-3-isoquinolyl]-2-cyano-cyclopropanecarboxamide